1-(4-hydroxyphenyl)-3-(4-fluorophenyl)-2-propen-1-one OC1=CC=C(C=C1)C(C=CC1=CC=C(C=C1)F)=O